ClC=1C=C2C(=NC1C1=CC=C(C=C1)C1=C(C=C(C=C1)CN1CC(C1)CNC[C@@H]([C@H]([C@@H]([C@@H](CO)O)O)O)O)O)N=C(N2)SCC(=O)O 2-((6-chloro-5-(2'-hydroxy-4'-((3-((((2S,3R,4R,5R)-2,3,4,5,6-pentahydroxyhexyl)amino)methyl)azetidin-1-yl)methyl)-[1,1'-biphenyl]-4-yl)-1H-imidazo[4,5-b]pyridin-2-yl)thio)acetic acid